2-(9-(carboxymethyl)-1-meth-yl-10-oxo-1,4,9-triazaspiro-[5.6]dodecan-4-yl)pyrimidine-4-carboxylic acid C(=O)(O)CN1CCC2(CN(CCN2C)C2=NC=CC(=N2)C(=O)O)CCC1=O